NC=1C=C(C=C(C1)C(F)(F)F)[C@@H](C)NC=1C2=C(N=C(N1)C)N=CC(=C2)C2CCOCC2 (R)-N-(1-(3-amino-5-(trifluoromethyl)phenyl)ethyl)-2-methyl-6-(tetrahydro-2H-pyran-4-yl)pyrido[2,3-d]pyrimidin-4-amine